C1(=CC=CC=C1)S(=O)(=O)C([C@H](N[S@@](=O)C(C)(C)C)C1(CCN(CC1)C(=O)OC(C)(C)C)F)F tert-butyl 4-[(1R)-2-(benzenesulfonyl)-2-fluoro-1-{[(S)-2-methylpropan-2-sulfinyl] amino} ethyl]-4-fluoropiperidine-1-carboxylate